ClC=1C=C(C[C@@H]2N=C([C@H](N=C2OC)C(C)C)OC)C=CC1B1OC(C(O1)(C)C)(C)C (2S,5R)-2-(3-chloro-4-(4,4,5,5-tetramethyl-1,3,2-dioxaborolan-2-yl)benzyl)-5-isopropyl-3,6-dimethoxy-2,5-dihydropyrazine